8-(2,6-diazaspiro[3.3]heptan-2-yl)-3,4-dimethyl-pyrimido[4',5':4,5]thieno[2,3-c]pyridazine C1N(CC12CNC2)C2=NC=NC1=C2SC=2N=NC(=C(C21)C)C